3-[(3-chloro-2-methoxyphenyl)amino]-2-{2-methoxythieno[3,2-b]pyridin-7-yl}-5H,6H,7H-pyrazolo[1,5-a]pyrazin-4-one ClC=1C(=C(C=CC1)NC=1C(=NN2C1C(NCC2)=O)C2=C1C(=NC=C2)C=C(S1)OC)OC